COCCN1C=NC(=C1)C=1C=C(C=CC1NCC1=CC=C(C=C1)C(F)(F)F)S(=O)(=O)NC 3-[1-(2-methoxyethyl)imidazol-4-yl]-N-methyl-4-[[4-(trifluoromethyl)phenyl]methylamino]benzenesulfonamide